Dimethyl 2,4-dimethyl-3-oxopentanedioate CC(C(=O)OC)C(C(C(=O)OC)C)=O